7-((5-(5-(difluoromethyl)-1,3,4-oxadiazol-2-yl)pyridin-2-yl)methyl)-2-isopropyl-5-phenyl-2,5,7-triazaspiro[3.4]octan-6,8-dione FC(C1=NN=C(O1)C=1C=CC(=NC1)CN1C(N(C2(CN(C2)C(C)C)C1=O)C1=CC=CC=C1)=O)F